FC1=C(C=C(C=C1)N1C(=C(C2=C(C=CC=C12)O)C1CC(C1)C(=O)O)CC(C)(C)O)C 3-[1-(4-fluoro-3-methyl-phenyl)-4-hydroxy-2-(2-hydroxy-2-methyl-propyl)indol-3-yl]Cyclobutanecarboxylic acid